7-FLUORO-N-(4-(1-(2-HYDROXY-2-METHYLPROPANOYL)PIPERIDIN-4-YL)PHENYL)-1,3-DIHYDRO-2H-PYRROLO[3,4-C]PYRIDINE-2-CARBOXAMIDE FC=1C2=C(C=NC1)CN(C2)C(=O)NC2=CC=C(C=C2)C2CCN(CC2)C(C(C)(C)O)=O